triisobutyl-triallylcyclotrisiloxane C(C(C)C)[Si]1(O[Si](O[Si](O1)(CC=C)CC(C)C)(CC=C)CC(C)C)CC=C